ClC=1C(=CC(=NC1)NC1=CC=CC=C1)N1C=NC(=C1)C(=O)NC(CO)C1=CC(=CC=C1)Cl 1-(5-Chloro-2-(phenylamino)pyridin-4-yl)-N-(1-(3-chlorophenyl)-2-hydroxyethyl)-1H-imidazole-4-carboxamide